CN1CC(C1)(C)[C@@](C=1C=C(C=NC1)N1C(CC(C1)CCOC)=O)(C1=CC=C(C=C1)C(C)C)O 1-{5-[(R)-(1,3-dimethyl-azetidin-3-yl)-hydroxy-(4-isopropyl-phenyl)-methyl]-pyridin-3-yl}-4-(2-methoxy-ethyl)-pyrrolidin-2-one